5-(Difluoromethoxy)-2-{7-[(3R)-1-ethylpiperidin-3-yl]-5-methyl-7H-pyrrolo[2,3-c]pyridazin-3-yl}-3-methylphenol FC(OC=1C=C(C(=C(C1)O)C1=CC2=C(N=N1)N(C=C2C)[C@H]2CN(CCC2)CC)C)F